C(C)(C)(C)OC(=O)N1C(CNCC1)C1=C(C(=NC2=C(C=C(C=C12)Cl)F)C#C)C#N 6-chloro-3-cyano-2-ethynyl-8-fluoroquinolin-4-yl-piperazine-1-carboxylic acid tert-butyl ester